(S)-8-(2-amino-6-((R)-2,2,2-trifluoro-1-(4-(2-oxochroman-7-yl)phenyl)ethoxy)pyrimidin-4-yl)-2,8-diazaspiro[4.5]decane-3-carboxylic acid NC1=NC(=CC(=N1)N1CCC2(C[C@H](NC2)C(=O)O)CC1)O[C@@H](C(F)(F)F)C1=CC=C(C=C1)C1=CC=C2CCC(OC2=C1)=O